ClC=1C=NC(=C(C(=O)NC2CCC(CC2)CN2C(N(C=3C2=NC=CC3)C=3C=NC2=CC=CC=C2C3)=O)C1)C 5-chloro-2-methyl-N-((1r,4r)-4-((2-oxo-1-(quinolin-3-yl)-1H-imidazo[4,5-b]pyridin-3(2H)-yl)methyl)cyclohexyl)nicotinamide